FC(OC=1C=C(C=CC1)N1C(C(C2=CC(=CC=C12)C(=O)N[C@@]1(CS(CC1)(=O)=O)C)(C)C)=O)F 1-[3-(difluoromethoxy)phenyl]-3,3-dimethyl-N-[(3S)-(3-methyl-1,1-dioxo-thiolan-3-yl)]-2-oxo-indoline-5-carboxamide